C(C)(C)(C)OC(=O)N[C@H](C(=O)O)CCCN\C(=N/C(=O)OC(C)(C)C)\NC(=O)OC(C)(C)C (2S)-2-{[(tert-butoxy)carbonyl]amino}-5-{[(1E)-{[(tert-butoxy)carbonyl]amino}({[(tert-butoxy)carbonyl]imino})methyl]amino}pentanoic Acid